FC1=C(C=CC=C1)C1=NC(=NC=2[C@]3([C@H](CCC12)[C@H](C(C(=C3)C#N)=O)C)C)C3=CC(=NC=C3)C3=CC=CC=C3 (6aR,7R,10aS)-4-(2-fluorophenyl)-7,10a-dimethyl-8-oxo-2-(2-phenylpyridin-4-yl)-5,6,6a,7,8,10a-hexahydrobenzo[h]quinazoline-9-carbonitrile